N1(CCCC1)[C@H](C(=O)N)CC (S)-2-(pyrrolidine-1-yl)butaneamide